C12C3C(C(CC1)C2)O3 2,3-epoxynorbornane